5-Fluoro-1-methyl-1,3-dihydro-2H-benzo[d]imidazol-2-one FC1=CC2=C(N(C(N2)=O)C)C=C1